(1R,3S,5S)-N-(4-chloro-3-(2H-1,2,3-triazol-2-yl)phenyl)-1-(cyanomethyl)-3-methyl-6-azabicyclo[3.1.1]heptane-6-carboxamide ClC1=C(C=C(C=C1)NC(=O)N1[C@H]2C[C@@H](C[C@@]1(C2)CC#N)C)N2N=CC=N2